C(=O)(OC(C)(C)C)N1CCNCCC1 N-Bochomopiperazine